9,9-bis[4-(2-hydroxyethoxy)phenyl]fluorene di(methacrylate) C(C(=C)C)(=O)O.C(C(=C)C)(=O)O.OCCOC1=CC=C(C=C1)C1(C2=CC=CC=C2C=2C=CC=CC12)C1=CC=C(C=C1)OCCO